3-((5-(5-(difluoromethyl)-1,3,4-oxadiazole-2-yl)pyridine-2-yl)methyl)-1-(1-methylpiperidine-4-yl)-1,3-dihydro-2H-imidazo[4,5-b]pyridine-2-one FC(C1=NN=C(O1)C=1C=CC(=NC1)CN1C(N(C=2C1=NC=CC2)C2CCN(CC2)C)=O)F